C(C)OC(CCC(=O)C1=NC(=CC(=C1O)Br)CC1=C(C=CC=C1C)C)=O 4-[4-Bromo-6-(2,6-dimethyl-benzyl)-3-hydroxy-pyridin-2-yl]-4-oxo-butyric acid ethyl ester